BrC1CC2(CC(C2)(F)F)C1 6-bromo-2,2-difluoro-spiro[3.3]heptane